(5R)-3-(4-bromo-3-fluorophenyl)-5-hydroxymethyl-oxazolidine BrC1=C(C=C(C=C1)N1CO[C@H](C1)CO)F